6-methyl-3-oxo-N-(2-(pyrimidin-2-yl)benzyl)-2-(4-((R)-3,3,3-trifluoro-2-hydroxypropoxy)phenyl)-2,3,5,6,7,8-hexahydroimidazo[1,5-a]pyrazine-1-carboxamide trifluoroacetic acid salt FC(C(=O)O)(F)F.CC1NCC=2N(C1)C(N(C2C(=O)NCC2=C(C=CC=C2)C2=NC=CC=N2)C2=CC=C(C=C2)OC[C@H](C(F)(F)F)O)=O